7-((3aR,4R,6R,6aR)-6-(methoxymethyl)-2,2,6a-trimethyltetrahydrofuro[3,4-d][1,3]dioxol-4-yl)-7H-pyrrolo[2,3-d]pyrimidin-4-amine COC[C@H]1O[C@H]([C@H]2[C@@]1(OC(O2)(C)C)C)N2C=CC1=C2N=CN=C1N